(6aR,9S)-N,N-diethyl-7-((3-methoxyphenyl)methyl-d)-4,6,6a,7,8,9-hexahydroindolo[4,3-fg]quinoline-9-carboxamide C(C)N(C(=O)[C@@H]1CN([C@@H]2CC=3C4=C(C2=C1)C=CC=C4NC3)C([2H])C3=CC(=CC=C3)OC)CC